5-(tert-butyl)-4-oxo-5,6-dihydropyrrolo[3,4-c]pyrazol C(C)(C)(C)N1CC2=NNC=C2C1=O